(R)-4-((R)-2-((4-(2,6-dimethylphenyl)-1-oxo-1,2-dihydroisoquinolin-7-yl)oxy)propanoyl)morpholine-3-carboxamide CC1=C(C(=CC=C1)C)C1=CNC(C2=CC(=CC=C12)O[C@@H](C(=O)N1[C@H](COCC1)C(=O)N)C)=O